CNC(O[C@@H]1CC[C@H](CC1)C(N(C1=NC=CC(=C1)C1=CN=C(S1)C1CC1)C[C@@H]1CC[C@H](CC1)C1=NC(=C(C=C1)OC)C#N)=O)=O trans-4-(((trans-4-(6-Cyano-5-methoxy-pyridin-2-yl)cyclohexyl)methyl)(4-(2-cyclopropylthiazol-5-yl)pyridin-2-yl)carbamoyl)cyclohexyl methylcarbamate